[6-[bis(phosphonomethyl)amino]hexyl-(phosphonomethyl)amino]methyl-phosphonic acid P(=O)(O)(O)CN(CCCCCCN(CP(=O)(O)O)CP(O)(O)=O)CP(=O)(O)O